BrC=1C(=NC(=NC1)N[C@H]1CN(CC1)C(=O)C1=CC=C(C=C1)NC(C=C)=O)OC (R)-N-(4-(3-((5-bromo-4-methoxypyrimidin-2-yl)amino)pyrrolidine-1-carbonyl)phenyl)acrylamide